1-(5-(1-ethyl-1H-pyrazol-4-yl)-1,2,4-oxadiazol-3-yl)-1,2,3,4-tetrahydroquinoline-6-Formaldehyde C(C)N1N=CC(=C1)C1=NC(=NO1)N1CCCC2=CC(=CC=C12)C=O